1-(3-((2-((2-cyclopropyl-4-(4-methylpiperazin-1-yl)phenyl)amino)-5-(trifluoromethyl)pyrimidin-4-yl)amino)propyl)-3-methyltetrahydropyrimidin-2(1H)-one C1(CC1)C1=C(C=CC(=C1)N1CCN(CC1)C)NC1=NC=C(C(=N1)NCCCN1C(N(CCC1)C)=O)C(F)(F)F